(2-Aminoethylamino)-8-chloro-10-fluoro-12H-benzothiopyrano[2,3-c]Quinolin-12-one NCCNC1=C2C3=C(C=NC2=CC=C1)SC1=C(C3=O)C=C(C=C1Cl)F